[Si](C)(C)(C(C)(C)C)OCCC1(CCC=2C(=C(C=C(C2C1=O)NC(C)=O)F)C)O N-(7-(2-((tert-Butyldimethylsilyl)oxy)ethyl)-3-fluoro-7-hydroxy-4-methyl-8-oxo-5,6,7,8-tetrahydronaphthalen-1-yl)acetamide